CN(C1(CCC2(CN(C(N2)=O)CC=2N=NN(C2)CC(=O)N)CC1)C1=CC=CC=C1)C cis-2-[4-[(8-dimethylamino-2-oxo-8-phenyl-1,3-diazaspiro[4.5]decan-3-yl)-methyl]-1H-[1,2,3]triazol-1-yl]-acetamide